OC(C)(C)C=1C=CC(=C(C1)C1=CN(C(C2=CC=CC=C12)=O)C)OC1CC(C1)OCC1CCNCC1 4-[5-(1-hydroxy-1-methyl-ethyl)-2-[3-(4-piperidylmethoxy)cyclobutoxy]phenyl]-2-methyl-isoquinolin-1-one